CNCCCCCCCC(=O)NCCCCCC(=O)OCC(CCCCCCCC)CCCCCC 2-hexyldecyl 6-(8-(methylamino)octanamido)hexanoate